ClC1=CC=C2C(=CC(=NC2=C1Cl)N1[C@@H](CCC1)COCCC(=O)OC(C)(C)C)N1N=NC=C1 tert-butyl (S)-3-((1-(7,8-dichloro-4-(1H-1,2,3-triazol-1-yl)quinolin-2-yl)pyrrolidin-2-yl)methoxy)propanoate